5-hydroxyl-8-decene OC(CCCC)CCC=CC